3-bromo-5-methoxypyridine BrC=1C=NC=C(C1)OC